N-(5-(cinnolin-6-yl)thiazol-2-yl)-2-isopropyltetrahydro-2H-pyran-4-carboxamide N1=NC=CC2=CC(=CC=C12)C1=CN=C(S1)NC(=O)C1CC(OCC1)C(C)C